tert-butyl (R)-3-((S)-3-(6-bromo-1-methyl-1H-benzo[d]imidazol-2-yl)-1-(tert-butoxy)-1-oxopropane-2-yl)pyrrolidine-1-carboxylate BrC=1C=CC2=C(N(C(=N2)C[C@H](C(=O)OC(C)(C)C)[C@@H]2CN(CC2)C(=O)OC(C)(C)C)C)C1